2,6-dichloro-4-(2,2-dimethylpropylsulfanyl)pyridine ClC1=NC(=CC(=C1)SCC(C)(C)C)Cl